(diisopropylamino)dichloroborane C(C)(C)N(C(C)C)B(Cl)Cl